(4S)-4-methyl-5-nonene C[C@@H](CCC)C=CCCC